1-(3-(4-chloro-3,5-dimethylphenoxy)propyl)-4-toluenesulfonyl-1H-pyrrole-2-carboxylate ClC1=C(C=C(OCCCN2C(=CC(=C2)S(=O)(=O)CC2=CC=CC=C2)C(=O)[O-])C=C1C)C